2-((1r,6s)-6-amino-2,2-difluorocyclohexyl)-3-bromo-N-((E)-but-2-en-1-yl)-5-chlorothieno[3,2-b]pyridin-7-amine N[C@H]1CCCC([C@@H]1C1=C(C2=NC(=CC(=C2S1)NC\C=C\C)Cl)Br)(F)F